2-[(1-aminopropan-2-yl)(2,4,6-trimethylphenyl)amino]-9,10-dimethoxy-6h,7h-pyrimido[4,3-a]isoquinolin-4-one NCC(C)N(C=1C=C2N(CCC3=CC(=C(C=C23)OC)OC)C(N1)=O)C1=C(C=C(C=C1C)C)C